C1(CCC1)(C(=O)N)C(=O)O CYCLOBUTANE-1,1-DICARBOXYLIC ACID MONOAMIDE